2-((1R,3R,5S)-3-((3-(2-chlorophenyl)-5-cyclopropylisoxazol-4-yl)methoxy)-8-azabicyclo[3.2.1]oct-8-yl)-6,7-dihydrobenzofuro[7,6-d]thiazole-5-carboxylic acid ClC1=C(C=CC=C1)C1=NOC(=C1COC1C[C@H]2CC[C@@H](C1)N2C=2SC1=C(N2)C2=C(CCO2)C(=C1)C(=O)O)C1CC1